CC=1SC=C(N1)[C@H]1NOCC1 (3S)-3-(2-methylthiazol-4-yl)isoxazolidine